3-(1-(3-(4-methyl-5-(trifluoromethyl)-4H-1,2,4-triazol-3-yl)propyl)pyrrolidin-3-yl)-1H-indole CN1C(=NN=C1C(F)(F)F)CCCN1CC(CC1)C1=CNC2=CC=CC=C12